N-(4-{[7-{[2-(diethylamino)ethyl]oxy}-6-(methyloxy)quinolin-4-yl]oxy}-3-fluorophenyl)-N'-(4-fluorophenyl)cyclobutane-1,1-dicarboxamide C(C)N(CCOC1=C(C=C2C(=CC=NC2=C1)OC1=C(C=C(C=C1)NC(=O)C1(CCC1)C(=O)NC1=CC=C(C=C1)F)F)OC)CC